OC1(CCC(CC1)C(O)(C)C)C 4-Hydroxy-α,α,4-trimethyl-cyclohexanmethanol